4-amino-5-fluoro-3-[6-(4-methylpiperazin-1-yl)-1H-benzimidazol-2-yl]quinolin-2(1H)-one NC1=C(C(NC2=CC=CC(=C12)F)=O)C1=NC2=C(N1)C=C(C=C2)N2CCN(CC2)C